[3,5-dichloro-4-[(2-oxo-1H-quinolin-6-yl)oxy]phenyl]-3,5-dioxo-1,2,4-triazine-6-carbonitrile ClC=1C=C(C=C(C1OC=1C=C2C=CC(NC2=CC1)=O)Cl)N1NC(NC(C1C#N)=O)=O